ClC(OC1=CC=C(C=C1)NC(=O)C1=CC2=C(N(C=N2)C(C)C)C(=C1)C1=NC=CN=C1)(F)F N-(4-(chlorodifluoromethoxy)phenyl)-1-isopropyl-7-(pyrazin-2-yl)-1H-benzo[d]imidazole-5-carboxamide